ClC=1N=C2C(=NC1NS(=O)(=O)CC1CC(C1)CO)N(C(=N2)C2=NC(=CC=C2)OCC)C2=C(C=CC=C2OC)OC N-(5-Chloro-1-(2,6-dimethoxyphenyl)-2-(6-ethoxypyridin-2-yl)-1H-imidazo[4,5-b]pyrazin-6-yl)-1-((1r,3r)-3-hydroxymethylcyclobutyl)methanesulfonamide